1,1,1-trifluoro-2-(4-fluoro-3-(4,4,5,5-tetramethyl-1,3,2-dioxaborolan-2-yl)phenyl)-N-methylpropan-2-amine FC(C(C)(NC)C1=CC(=C(C=C1)F)B1OC(C(O1)(C)C)(C)C)(F)F